N-[(1S,2R)-2-(biphenyl-4-yloxy)cyclopentyl]propane-2-sulfonamide C1(=CC=C(C=C1)O[C@H]1[C@H](CCC1)NS(=O)(=O)C(C)C)C1=CC=CC=C1